2-oxo-2-[rac-(2R,5S)-2-(5-methoxy-3-pyridyl)-5-methyl-1-piperidyl]acetamide O=C(C(=O)N)N1[C@H](CC[C@@H](C1)C)C=1C=NC=C(C1)OC |r|